FC1=C(C(=CC=C1)C(F)(F)F)C1=CC=CC2=C1C(=NO2)N2C(N1[C@H](C2)C[C@@H](C1)NS(=O)(=O)CC)=O N-[(6S,7aS)-2-{4-[2-fluoro-6-(trifluoromethyl)phenyl]-1,2-benzoxazol-3-yl}-3-oxohexahydro-1H-pyrrolo[1,2-c]imidazol-6-yl]ethanesulfonamide